2,2,6,6-tetra-methylpiperidine CC1(NC(CCC1)(C)C)C